(1S,2S)-N-(8-Amino-6-(1-ethyl-1H-pyrazol-4-yl)cinnolin-3-yl)-2-fluorocyclopropanecarboxamide NC=1C=C(C=C2C=C(N=NC12)NC(=O)[C@H]1[C@H](C1)F)C=1C=NN(C1)CC